C1(CC1)OC1=CC=C(C=N1)CN1C2CN(CC1C2)C2=CC=C(C=N2)C=2C=1N(C=C(C2)C#CC(C)(C)O)N=CC1C#N 4-(6-(6-((6-Cyclopropoxypyridin-3-yl)methyl)-3,6-diazabicyclo[3.1.1]heptan-3-yl)pyridin-3-yl)-6-(3-hydroxy-3-methylbut-1-yn-1-yl)pyrazolo[1,5-a]pyridine-3-carbonitrile